CC(C)(C)[S@@](=O)N[C@@H](C)C1=NC(=NS1)C1=CC(=NC=C1)C(F)(F)F (R)-2-methyl-N-[(1S)-1-[3-[2-(trifluoromethyl)-4-pyridyl]-1,2,4-thiadiazol-5-yl]ethyl]propane-2-sulfinamide